2-fluoronicotinaldehyde FC1=C(C=O)C=CC=N1